NC(C(=O)[O-])CCCC.[Na+] sodium aminocaproate